Cl.N[C@H](C(=O)N1[C@@H](C[C@H](C1)O)C(=O)NCC1=CC=C(C=C1)C1=C(N=CO1)C)C(C)(C)C (2S,4r)-1-[(2S)-2-amino-3,3-dimethylbutyryl]-4-hydroxy-N-{[4-(4-methyl-1,3-oxazol-5-yl)phenyl]methyl}pyrrolidine-2-carboxamide hydrochloride